C1(CC1)CN1C(N(C(C1=O)=O)CC1=NC(=NO1)CC(=O)N(C1=C(C=CC=C1)OC)CC1OCCC(C1)O)=O (5-((3-(cyclopropylmethyl)-2,4,5-trioxoimidazolidin-1-yl)methyl)-1,2,4-oxadiazol-3-yl)-N-((4-hydroxytetrahydro-2H-pyran-2-yl)methyl)-N-(2-methoxyphenyl)acetamide